C=1N=C(N2C1C=CC=C2)C=O IMIDAZO[1,5-A]PYRIDIN-3-CARBALDEHYDE